5-bromo-N-((2-(2,6-dioxopiperidin-3-yl)-1-oxoisoindolin-5-yl)methyl)-3-methylbenzofuran-2-carboxamide BrC=1C=CC2=C(C(=C(O2)C(=O)NCC=2C=C3CN(C(C3=CC2)=O)C2C(NC(CC2)=O)=O)C)C1